OCCCC(C(=O)O)(C)C1=CC(=CC=C1)I 5-hydroxy-2-(3-iodophenyl)-2-methylpentanoic acid